(4S)-4-Amino-5-{4-[(2S)-2-{[(9H-fluoren-9-ylmethoxy)carbonyl]amino}propanamido]phenyl}-2,2-dimethylpentanoic acid N[C@H](CC(C(=O)O)(C)C)CC1=CC=C(C=C1)NC([C@H](C)NC(=O)OCC1C2=CC=CC=C2C=2C=CC=CC12)=O